4-(2-benzyloxy-ethyl)hex-5-enaldoxime C(C1=CC=CC=C1)OCCC(CCC=NO)C=C